CC(C1=C(C=CC=C1)C(F)(F)F)O α-methyl-2-(trifluoromethyl)benzyl alcohol